CN(C1=CC=C(C=C1)C(C1=CC=CC=C1)C1=C(C(=CC(=C1)Br)Br)O)C (4-dimethylaminophenyl)(2-hydroxy-3,5-dibromophenyl)(phenyl)methane